The molecule is a member of the class of barbiturates that is barbituric acid in which one of the nitrogens (position 1) is substituted by a 3,5-dimethylphenyl group while the carbon at position 5 is substituted by a (2E)-(3-[p-(dimethylamino)phenyl]allylidene group. It has significant osteogenic activity. It has a role as an osteogenesis regulator. It is a member of barbiturates and a substituted aniline. CC1=CC(=CC(=C1)N2C(=O)/C(=C\\C=C\\C3=CC=C(C=C3)N(C)C)/C(=O)NC2=O)C